O=C1N(C(C=C1)=O)[C@H](C(=O)O)[C@@H](C(=O)O)N1C(C=CC1=O)=O (2S,3S)-2,3-bis(2,5-dioxo-2,5-dihydro-1H-pyrrol-1-yl)succinic acid